FC1=C(C(=CC=C1O)F)\C=C/1\C(N(C(S1)=O)CC1=CC(=CC=C1)O)=O (5Z)-5-[(2,6-difluoro-3-hydroxyphenyl)methylidene]-3-[(3-hydroxyphenyl)methyl]-1,3-thiazolidine-2,4-dione